CN(C([S-])=S)C.[Na+] sodium N,N-dimethyldithiocarbamate